(R)-N'-((4-cyano-2,6-diisopropylphenyl)carbamoyl)-6,7-dihydro-5H-pyrazolo[5,1-b][1,3]oxazine-3-sulfonimidamide C(#N)C1=CC(=C(C(=C1)C(C)C)NC(=O)N=[S@](=O)(N)C=1C=NN2C1OCCC2)C(C)C